ClC=1C=C(C=CC1)C=1N=CNC1C=1C=C2C=NNC2=CC1 5-(4-(3-Chlorophenyl)-1H-imidazol-5-yl)-1H-indazole